O.[Fe+2].O=C([C@H](O)[C@@H](O)[C@H](O)[C@H](O)CO)[O-].O=C([C@H](O)[C@@H](O)[C@H](O)[C@H](O)CO)[O-] D-gluconate iron (II) hydrate